C(C)(C)(CC)NC(O[C@H]1CO[C@H](C1)C=1C=NC(=NC1)NC1=CC(=CC=C1)S(N)(=O)=O)=O |o1:8,11| rel-(3R,5R)-5-(2-((3-sulfamoylphenyl)amino)pyrimidin-5-yl)tetrahydrofuran-3-yl tert-pentylcarbamate